[Cl-].C(CCCCCCCCCCCCCCC)C(CCCCCCCCCCCCCCCC)(CCCCCCCCCCCCCCCC)[NH3+] tri(cetyl)methyl-ammonium chloride